(S)-2-((5-phenylpyrimidin-4-yl)amino)-4-((4-(5,6,7,8-tetrahydro-1,8-naphthyridin-2-yl)butyl)(2-(2,2,2-trifluoroethoxy)ethyl)amino)butanoic acid C1(=CC=CC=C1)C=1C(=NC=NC1)N[C@H](C(=O)O)CCN(CCOCC(F)(F)F)CCCCC1=NC=2NCCCC2C=C1